CO[C@@H]1CN2C(OC1)=C(C=N2)[S@](=O)(N)=NC(NC2=C1C(=NC(=C2C)C(F)(F)F)CCC1)=O (S)-(6R)-6-methoxy-N'-((3-methyl-2-(trifluoromethyl)-6,7-dihydro-5H-cyclopenta[b]pyridin-4-yl)carbamoyl)-6,7-dihydro-5H-pyrazolo[5,1-b][1,3]oxazine-3-sulfonimidamide